8-[2-(cyclopropylmethoxy)-5-ethyl-sulfonylphenyl]-6-methyl-2-(1-methylpyrazol-4-yl)pyrido[4,3-d]pyrimidin-5-one C1(CC1)COC1=C(C=C(C=C1)S(=O)(=O)CC)C1=CN(C(C2=C1N=C(N=C2)C=2C=NN(C2)C)=O)C